(6S)-4-(7-(8-ethyl-7-fluoro-3-hydroxynaphthalen-1-yl)-6,8-difluoro-2-(((2r,7as)-2-fluorohexahydro-1H-pyrrolizin-7a-yl)methoxy)quinazolin-4-yl)-6-methyl-1,4-oxazepan-6-ol C(C)C=1C(=CC=C2C=C(C=C(C12)C1=C(C=C2C(=NC(=NC2=C1F)OC[C@]12CCCN2C[C@@H](C1)F)N1CCOC[C@](C1)(O)C)F)O)F